CN1C([C@H](CC1)N[C@H]1CN(C[C@H](C1)C(F)(F)F)C1=CC=C(C=2N=CC=NC12)C#N)=O 8-((3R,5S)-3-(((S)-1-methyl-2-oxopyrrolidin-3-yl)amino)-5-(trifluoromethyl)piperidin-1-yl)quinoxaline-5-carbonitrile